C(C)(C)C=1C(=NNC1C=1C=C(C=2N(C1)N=CN2)C)C(=O)NCC2CN(CCO2)C(C)C 4-isopropyl-N-((4-isopropylmorpholin-2-yl)methyl)-5-(8-methyl-[1,2,4]triazolo[1,5-a]pyridin-6-yl)-1H-pyrazole-3-carboxamide